FC1=CC=C2C(=C(N(C2=C1C1=C2N(N=C1C)CCC2)CCN2CCNCC2)C(=O)OC(C)(C)C)CCCOC2=CC=CC1=CC(=CC=C21)F tert-butyl 6-fluoro-3-(3-((6-fluoronaphthalen-1-yl)oxy)propyl)-7-(2-methyl-5,6-dihydro-4H-pyrrolo[1,2-b]pyrazol-3-yl)-1-(2-(piperazin-1-yl)ethyl)-1H-indole-2-carboxylate